(E)-2-((4,7-dimethyl-1,4,7-triazonan-1-yl)methyl)-4-(5-(4-(dimethylamino)styryl)thiophen-2-yl)-6-methoxyphenol CN1CCN(CCN(CC1)C)CC1=C(C(=CC(=C1)C=1SC(=CC1)\C=C\C1=CC=C(C=C1)N(C)C)OC)O